(E)-N-(4-(1-(6-(4-(3-((2-(2,6-dioxopiperidin-3-yl)-1,3-dioxoisoindolin-4-yl)thio)propyl)piperazin-1-yl)pyridazine-3-carbonyl)piperidin-4-yl)butyl)-3-(pyridin-3-yl)acrylamide O=C1NC(CCC1N1C(C2=CC=CC(=C2C1=O)SCCCN1CCN(CC1)C1=CC=C(N=N1)C(=O)N1CCC(CC1)CCCCNC(\C=C\C=1C=NC=CC1)=O)=O)=O